N(N)C(OCC1CCOCC1)=S O-((tetrahydro-2H-pyran-4-yl)methyl) hydrazinecarbothioate